CN1C(NC(C=2N(C(=NC12)C(C(C)C)NC(OC(C)(C)C)=O)C)=O)=O tert-butyl (1-(3,7-dimethyl-2,6-dioxo-2,3,6,7-tetrahydro-1H-purin-8-yl)-2-methylpropyl)carbamate